2-[5-(4-methoxybenzylidene)-4-oxo-2-thioxo-1,3-thiazolidin-3-yl]propanoic acid COC1=CC=C(C=C2C(N(C(S2)=S)C(C(=O)O)C)=O)C=C1